[NH+]1=NC=CC1=C Diazafulvenium